1-({[(2S,4R)-4-fluoro-1-methylpyrrolidin-2-yl]Methyl}(1-methyl-1H-pyrazol-4-yl)sulfamoyl)urea F[C@@H]1C[C@H](N(C1)C)CN(S(=O)(=O)NC(=O)N)C=1C=NN(C1)C